C(C)N1CCC(CC1)C=1C=CC(=NC1)N1CN=C(C(=C1)F)C=1C=C2C3(C(=NC2=C(C1)F)C)CCCC3 N-(5-(1-ethylpiperidin-4-yl)pyridin-2-yl)-5-fluoro-4-(7'-fluoro-2'-methylspiro[cyclopentane-1,3'-indol]-5'-yl)pyrimidine